S1C=NC2=C1C=C(C=C2)\C=C\2/N=C(NC2=O)N[C@H](C(=O)OC)C Methyl (2S)-2-[[(4Z)-4-(1,3-benzothiazol-6-ylmethylene)-5-oxo-1H-imidazol-2-yl]amino]propanoate